FC1=C(CN2[C@@H](CCC2=O)CC(=O)N[C@@H]([C@H](OC)C)C(=O)O)C=CC=C1F N-(2-((S)-1-(2,3-Difluorobenzyl)-5-oxopyrrolidin-2-yl)acetyl)-O-methyl-L-threonine